BrC1=CN=C2N1N=C(C=C2)N[C@@H](CO)CC (R)-2-((3-bromoimidazo[1,2-b]pyridazin-6-yl)amino)butan-1-ol